(S)-4-(Hydroxymethyl)-2-methyl-4,5,8,9,10,11-hexahydropyrido[4',3':3,4]pyrazolo[5,1-d]-[1,2,5]oxadiazepin-1(2H)-one OC[C@@H]1CN2C(C(N(O1)C)=O)=C1C(=N2)CCNC1